C(CC(C)C)OC(CC)=O i-amylpropionate